BrC1=CC=C(C=C1)[C@H]1[C@@H]([C@H](CCC1)CO)C(=O)OCC1=CC=CC=C1 benzyl (1S,2R,6S)-2-(4-bromophenyl)-6-(hydroxymethyl)cyclohexane-1-carboxylate